1-Ethyl-3-methylimidazolium pivalat C(C(C)(C)C)(=O)[O-].C(C)N1C=[N+](C=C1)C